5-cyclobutyl-2-((6-fluoro-2-methylpyridin-3-yl)oxy)-4-methylnicotinic acid C1(CCC1)C=1C=NC(=C(C(=O)O)C1C)OC=1C(=NC(=CC1)F)C